8-(benzyloxy)-6-fluoroquinoline C(C1=CC=CC=C1)OC=1C=C(C=C2C=CC=NC12)F